CP(=O)(C)C=1C=CC=C2C(=CNC12)C1=NC(=NC=C1C(F)(F)F)NC1CC2(CN(C2)C(=O)OC(C)(C)C)C1 Tert-butyl 6-((4-(7-(dimethylphosphoryl)-1H-indol-3-yl)-5-(trifluoromethyl) pyrimidin-2-yl) amino)-2-azaspiro[3.3]heptane-2-carboxylate